1-(1-dimethylamino-2-propoxy)-2-propanol CN(CC(C)OCC(C)O)C